O[C@H]1[C@@H](OC2=CC(=CC(=C2C1=O)OCOC)OCOC)C1=CC=C(C=C1)OCOC (trans)-3-hydroxy-5,7-bis(methoxymethoxy)-2-(4-(methoxymethoxy)phenyl)chroman-4-one